ClC1=C(C(=C(C=C1OC)OC)Cl)C1=CC2=C(N=C(N=C2)N[C@@H]2COCC[C@@H]2NC(C=C)=O)C(=N1)NCC1CCN(CC1)C N-((3S,4S)-3-((6-(2,6-dichloro-3,5-dimethoxyphenyl)-8-(((1-methyl-piperidin-4-yl)methyl)amino)pyrido[3,4-d]pyrimidin-2-yl)amino)tetrahydro-2H-pyran-4-yl)acrylamide